OC1C(NCC1)=O (-)-3-hydroxy-2-pyrrolidone